(1S,3S)-(3-AMINOCYCLOPENTYL)-ACETIC ACID N[C@@H]1C[C@H](CC1)CC(=O)O